2-(1-(3-chlorophenyl)cyclopropyl)-6-(2-(3'-(trifluoromethyl)-[1,1'-biphenyl]-3-yl)acetyl)-3,5,6,7,8,9-hexahydro-4H-pyrimido[5,4-c]azepin-4-one ClC=1C=C(C=CC1)C1(CC1)C=1NC(C=2CN(CCCC2N1)C(CC=1C=C(C=CC1)C1=CC(=CC=C1)C(F)(F)F)=O)=O